N(C1=C(C=CC=C1)O)C1=C(C=CC=C1)O Iminodiphenol